3-{[1-({(3R,4R)-1-[(5-bromopyridin-3-yl)methyl]-3-phenylpiperidin-4-yl}carbonyl)-4-hydroxypiperidin-4-yl]methyl}-7-phenyl-3,7-dihydro-4H-pyrrolo[2,3-d]pyrimidin-4-one BrC=1C=C(C=NC1)CN1C[C@H]([C@@H](CC1)C(=O)N1CCC(CC1)(O)CN1C=NC2=C(C1=O)C=CN2C2=CC=CC=C2)C2=CC=CC=C2